(4-chloro-3-methoxyphenyl)piperidine-4-carboxylic acid ClC1=C(C=C(C=C1)N1CCC(CC1)C(=O)O)OC